(R)-2-((((9H-fluoren-9-yl)methoxy)carbonyl)amino)-3-(2-((allyloxy)carbonyl)phenyl)propanoic acid C1=CC=CC=2C3=CC=CC=C3C(C12)COC(=O)N[C@@H](C(=O)O)CC1=C(C=CC=C1)C(=O)OCC=C